4-(6-(4-isobutoxypiperidin-1-yl)pyridin-3-yl)-6-(1-methyl-1H-pyrazol-4-yl)pyrazolo[1,5-a]pyridine-3-carbonitrile C(C(C)C)OC1CCN(CC1)C1=CC=C(C=N1)C=1C=2N(C=C(C1)C=1C=NN(C1)C)N=CC2C#N